(R)-2-((S)-1,2-dihydroxyethyl)-4-hydroxy-5-oxo-2,5-dihydrofuran-3-oic acid sodium [Na].O[C@@H](CO)[C@@H]1OC(C(=C1C(=O)O)O)=O